OC1=CC=C(C=C1)NC(=O)N1CCN(CC1)C1=CC=C(C=C1)C(F)(F)F N-(4-hydroxyphenyl)-4-[4-(trifluoromethyl)phenyl]piperazine-1-carboxamide